C(C1=CC=CC=C1)(=O)ON1C=COC2=C(C1C1=CC=C(C=C1)C)C(=NN2C2=CC=CC=C2)C(F)(F)F 5-(benzoyloxy)-1-phenyl-4-(p-tolyl)-3-(trifluoromethyl)-4,5-dihydro-1H-pyrazolo[4,3-f][1,4]oxazepin